[N-](S(=O)(=O)C(F)(F)F)S(=O)(=O)C(F)(F)F.CC(=CC[NH+](C)C)C dimethylallyldimethylammonium bis(trifluoromethane)sulfonimide